(E)-3-(4-isopropyl-3-methoxystyryl)isothiazole C(C)(C)C1=C(C=C(/C=C/C2=NSC=C2)C=C1)OC